ClC1=C(C=C(C=N1)C(=O)N[C@@H](CO)C)C1=CC(=CC=C1)F 6-Chloro-5-(3-fluorophenyl)-N-[(2R)-1-hydroxypropan-2-yl]pyridine-3-carboxamide